(3R,4S)-3-cyclopropyl-4-methyl-1-[6-(1-methylpyrazol-3-yl)pyrazolo[1,5-a]pyrazin-4-yl]-2-oxopyrrolidine-3-carbonitrile C1(CC1)[C@]1(C(N(C[C@H]1C)C=1C=2N(C=C(N1)C1=NN(C=C1)C)N=CC2)=O)C#N